CP(ON1N=CC(=C1)C=1C2=C(C(=NC1)C1=C(C=C(C(=C1)C(NCC)=O)N)F)C(=NO2)N)([O-])=O (4-(3-amino-4-(4-amino-5-(ethylcarbamoyl)-2-fluorophenyl) isoxazolo[4,5-c]pyridin-7-yl)-1H-pyrazol-1-yl) methylphosphonate